CN(C(=O)N1N=C(C(=C1)CNC(OC(C)(C)C)=O)NC(=O)C1C(CC1)C(CC)=O)C tert-butyl ((1-(dimethylcarbamoyl)-3-(2-propionylcyclobutane-1-carboxamido)-1H-pyrazol-4-yl)methyl)carbamate